1-(6-amino-5-methoxyindol-1-yl)-2-(methyl-ylamino)ethanone NC1=C(C=C2C=CN(C2=C1)C(CN=C)=O)OC